COCOC1=C(C=CC=C1)C(=C(C)C)C1=CC=CC2C3=CC=CC=C3CC12 (1-[2-(methoxymethoxy)phenyl]-2-methylpropan-1-en-1-yl)-9,9a-dihydro-4aH-fluorene